FC(F)C=1C=CNC2=NC(N(C(C21)=O)C2=CC=CC=C2)=O (Difluoromethyl)phenyl-pyrido[2,3-d]pyrimidine-2,4(3h,8h)-dione